2,4,6-trimethylbenzimidazole CC=1NC2=C(N1)C=C(C=C2C)C